2-ethyl-9,10-bis(methoxycarbonylbutylene)anthracene tert-butyl-N-(2-fluoro-3-{[8-fluoro-4-methyl-2-oxo-7-(pyridazin-3-yloxy)-3,4-dihydro-2H-1,3-benzoxazin-3-yl]methyl}phenyl)carbamate C(C)(C)(C)OC(NC1=C(C(=CC=C1)CN1C(OC2=C(C1C)C=CC(=C2F)OC=2N=NC=CC2)=O)F)=O.C(C)C2=CC1=C(C3=CC=CC=C3C(=C1C=C2)CCCCC(=O)OC)CCCCC(=O)OC